CC1=C(C=C(C(=O)NCC=2C=NC(=CC2)C)C=C1)NS(=O)(=O)C1=CC=C(C=C1)C 4-methyl-3-((4-methylphenyl)sulfonylamino)-N-((6-methylpyridin-3-yl)methyl)benzamide